5-(5-(3-(1H-1,2,3-triazol-4-yl)azetidin-1-yl)-1,3,4-oxadiazol-2-yl)-N-(5-bromo-2,3-dihydro-1H-inden-2-yl)pyrimidin-2-amine N1N=NC(=C1)C1CN(C1)C1=NN=C(O1)C=1C=NC(=NC1)NC1CC2=CC=C(C=C2C1)Br